FC(C)(F)C1=NC(=CC(=N1)N1C=C(C=2C=NC(=CC21)NC(C)=O)CN2CCOCC2)CC N-(1-(2-(1,1-difluoroethyl)-6-ethylpyrimidin-4-yl)-3-(morpholinomethyl)-1H-pyrrolo[3,2-c]pyridin-6-yl)acetamide